2-(3',5'-di-t-butylbiphenyl-3-yl)-4,4,5,5-tetramethyl-1,3,2-dioxaborolan C(C)(C)(C)C=1C=C(C=C(C1)C(C)(C)C)C1=CC(=CC=C1)B1OC(C(O1)(C)C)(C)C